2-(6-Chloro-8-fluoro-2-((1-(pyrrolidin-1-ylmethyl)cyclopropyl)methoxy)-4-(2,7-diazaspiro[3.5]Non-7-yl)quinazolin-7-yl)-3-fluorophenol ClC=1C=C2C(=NC(=NC2=C(C1C1=C(C=CC=C1F)O)F)OCC1(CC1)CN1CCCC1)N1CCC2(CNC2)CC1